OCCS(=O)(=O)Cl 2-hydroxyethanesulfonyl chloride